tert-butyl (5R)-5-[(4-tert-butyloxazole-2-carbonyl)amino]-8-[4-[(1-methylpyrazol-4-yl)amino]-1,3,5-triazin-2-yl]-1,3,4,5-tetrahydro-2-benzazepine-2-carboxylate C(C)(C)(C)C=1N=C(OC1)C(=O)N[C@@H]1CCN(CC2=C1C=CC(=C2)C2=NC=NC(=N2)NC=2C=NN(C2)C)C(=O)OC(C)(C)C